C1(CCCC1)C1=CNC=2N=CN=C(C21)N[C@H]2CNCCC2 (R)-5-cyclopentyl-N-(piperidin-3-yl)-7H-pyrrolo[2,3-d]pyrimidin-4-amine